[1-(5,6-dimethylthieno[3,2-e]pyrimidin-4-yl)piperidin-4-yl]-(7-fluoro-1-methyl-3,4-dihydro-1H-isoquinolin-2-yl)methanone CC1=C(SC2=C1C(=NC=N2)N2CCC(CC2)C(=O)N2C(C1=CC(=CC=C1CC2)F)C)C